NC=1S[C@@](C[C@@](N1)(C)C1=C(C=CC(=C1)\C=C(/F)\C1=NC=C(C=C1)C#N)F)(C(=O)NC)C (4S,6S)-2-Amino-4-(5-((Z)-2-(5-cyanopyridin-2-yl)-2-fluorovinyl)-2-fluorophenyl)-N,4,6-trimethyl-5,6-dihydro-4H-1,3-thiazin-6-carboxamid